FC=1C=C(C=CC1F)N1C(=C(C2=C(C=C(C=C12)F)O)C1=CC=C(C(=O)O)C=C1)C1CCOCC1 4-[1-(3,4-difluorophenyl)-6-fluoro-4-hydroxy-2-tetrahydropyran-4-yl-indol-3-yl]Benzoic acid